diethanolamine borate ammonium salt [NH4+].B([O-])([O-])[O-].N(CCO)CCO.[NH4+].[NH4+]